ClC=1C(=NC(=NC1)N[C@H]1CN(CC1)C(=O)C1=CC=C(C=C1)NC(C=C)=O)OCCO (R)-N-(4-(3-((5-chloro-4-(2-hydroxyethoxy)pyrimidin-2-yl)amino)pyrrolidine-1-carbonyl)phenyl)acrylamide